C1(CC1)C(C1CN(CC1)C(=O)NC1=C(C=C(C(=C1)C=1C=C(C=2N(C1)C=CN2)N2CCOCC2)C)F)(F)F 3-(cyclopropyldifluoromethyl)-N-{2-fluoro-4-methyl-5-[8-(morpholin-4-yl)imidazo[1,2-a]pyridin-6-yl]phenyl}pyrrolidine-1-carboxamide